alpha-(N-octanesulfonyloxyimino)-4-methoxybenzyl cyanide C(CCCCCCC)S(=O)(=O)ON=C(C1=CC=C(C=C1)OC)C#N